(1-(cyclopropylsulfonyl)-1H-pyrazol-4-yl)-N-(5-((1-methyl-1H-pyrazol-4-yl)ethynyl)-4-(4-(trifluoromethyl)piperidin-1-yl)pyridin-2-yl)pyrimidin-4-amine C1(CC1)S(=O)(=O)N1N=CC(=C1)C1=NC=CC(=N1)NC1=NC=C(C(=C1)N1CCC(CC1)C(F)(F)F)C#CC=1C=NN(C1)C